trans-4-((3-(2-Iso-propyloxazol-4-yl)-phenyl)((trans-4-(5-methoxy-6-methyl-pyridin-2-yl)cyclohexyl)methyl)carbamoyl)cyclohexyl methylcarbamate CNC(O[C@@H]1CC[C@H](CC1)C(N(C[C@@H]1CC[C@H](CC1)C1=NC(=C(C=C1)OC)C)C1=CC(=CC=C1)C=1N=C(OC1)C(C)C)=O)=O